C(C1=CC=CC=C1)SC=1C(NN=CC1)=O Benzylthiopyridazinone